carbon tetracosanol C(CCCCCCCCCCCCCCCCCCCCCCC)O.[C]